CCS(=O)(=O)O[C@H]1N(CCC1)C1=NC(=NC(=C1)Cl)Cl (R)-(1-(2,6-dichloropyrimidin-4-yl) pyrrolidin-2-yl) methylmesylate